C1(CC1)C=1N=NN(C1)[C@H](C(=O)N1[C@@H](C[C@H](C1)O)C(=O)NCC1OC(CC1)C(N(C)C)=O)C(C)(C)C (2S,4R)-1-[(2S)-2-(4-cyclopropyltriazol-1-yl)-3,3-dimethyl-butanoyl]-N-[[5-(dimethylcarbamoyl)tetrahydrofuran-2-yl]methyl]-4-hydroxy-pyrrolidine-2-carboxamide